(E)-N-((trans)-2-aminocyclohexyl)-3-(3-methoxy-4-(prop-2-yn-1-yloxy)phenyl)acrylamide N[C@H]1[C@@H](CCCC1)NC(\C=C\C1=CC(=C(C=C1)OCC#C)OC)=O